CN(C)CC1=C(C=CC(=N1)N)N1CCOC2(CC2)C1 6-((dimethylamino)methyl)-5-(4-oxa-7-azaspiro[2.5]octan-7-yl)pyridin-2-amine